Peroxy ketone O1OC1=O